C(C=C)(=O)OCCC[Si](O)(O)O acryloxypropyltrihydroxysilan